N-((S)-2-((6-(1,4-dimethyl-1H-pyrazol-5-yl)pyridin-3-yl)amino)-1-((1r,4S)-4-methylcyclohexyl)-2-oxoethyl)-1-ethyl-1H-pyrazole-5-carboxamide CN1N=CC(=C1C1=CC=C(C=N1)NC([C@H](C1CCC(CC1)C)NC(=O)C1=CC=NN1CC)=O)C